spiro[3-oxatricyclo[3.2.1.02,4]octane-6,2'-oxirane] O1C2(C1)C1C3OC3C(C2)C1